Cl.N1CCC(CC1)CC1=C2C=NNC2=CC(=C1)C1=CC=C(C=C1)O 4-(4-(piperidin-4-ylmethyl)-1H-indazol-6-yl)phenol HCl salt